BrC1=[N+](C=C(C(=C1)[N+](=O)[O-])OCC(=O)OC)[O-] 2-bromo-5-(2-methoxy-2-oxoethoxy)-4-nitropyridine 1-oxide